FC=1C(=C2C(=NC(=NN2C1)NC1CCC2(COC2)CC1)OC([2H])([2H])[2H])C=1C=CC2=C(N(N=N2)CC(F)(F)F)C1 6-fluoro-4-(methoxy-d3)-N-(2-oxaspiro[3.5]nonan-7-yl)-5-(1-(2,2,2-trifluoroethyl)-1H-benzo[d][1,2,3]triazol-6-yl)pyrrolo[2,1-f][1,2,4]triazin-2-amine